2-phenyl-acethydrazide C1(=CC=CC=C1)CC(=O)NN